Cl.NC[C@H]1C[C@H](NC1)CNC(=O)C=1NC2=CC(=CC=C2C1C)C1=CC=C(C=C1)F N-(((2S,4R)-4-(aminomethyl)pyrrolidin-2-yl)methyl)-6-(4-fluorophenyl)-3-methyl-1H-indole-2-carboxamide hydrochloride